OC1=C(C=CC(=C1)OCC)CCCCCCCCCCCCCCCCC 2-hydroxy-4-ethoxyphenyl-heptadecane